C(C)N(C([S-])=S)CC.[Na+] sodium diethyldithiocarbamic acid salt